tert-butyl N-{1-[2-cyano-3-(6-fluoro-4-methoxy-1H-1,3-benzodiazol-2-yl)-5-(3-fluoro-5-methylphenyl)pyridin-4-yl]piperidin-4-yl}carbamate C(#N)C1=NC=C(C(=C1C1=NC2=C(N1)C=C(C=C2OC)F)N2CCC(CC2)NC(OC(C)(C)C)=O)C2=CC(=CC(=C2)C)F